ClC1=CN=C(C=N1)N1CCC2=C(CC1)C=C(C=C2)N 3-(6-Chloropyrazin-3-yl)-2,3,4,5-tetrahydro-1H-benzo[d]azepin-7-amine